C(C)C(CN(CC(CCCC)CC)CN1N=CN=C1)CCCC 1-[bis(2-ethylhexyl)aminomethyl]-1,2,4-triazole